ethylbenzoic acid 2-(dimethylamino)-2-oxoethyl ester CN(C(COC(C1=C(C=CC=C1)CC)=O)=O)C